2-(4-(pyridin-2-ylmethyl)piperidin-1-yl)-5-(4,4,5,5-tetramethyl-1,3,2-dioxaborolan-2-yl)pyridine N1=C(C=CC=C1)CC1CCN(CC1)C1=NC=C(C=C1)B1OC(C(O1)(C)C)(C)C